lithium digluconate O=C([C@H](O)[C@@H](O)[C@H](O)[C@H](O)CO)[O-].O=C([C@H](O)[C@@H](O)[C@H](O)[C@H](O)CO)[O-].[Li+].[Li+]